benzyl (trans)-4-hydroxy-2-(4-(methoxycarbonyl)phenyl)piperidine-1-carboxylate O[C@H]1C[C@@H](N(CC1)C(=O)OCC1=CC=CC=C1)C1=CC=C(C=C1)C(=O)OC